(4R)-1-{5-[(2,6-dichlorophenyl)methoxy]pyridin-2-yl}-4-(hydroxymethyl)imidazolidin-2-one ClC1=C(C(=CC=C1)Cl)COC=1C=CC(=NC1)N1C(N[C@H](C1)CO)=O